ClC=1C=C2C(=NC(=NC2=CC1C1=C(C=CC(=N1)N)C(F)(F)F)OC[C@H]1N(C[C@@H](C1)OC(F)F)C)N1CCNCC1 6-[6-chloro-2-[[(2S,4R)-4-(difluoromethoxy)-1-methyl-pyrrolidin-2-yl]methoxy]-4-piperazin-1-yl-quinazolin-7-yl]-5-(trifluoromethyl)pyridin-2-amine